ClC1=C(C=C(C=C1)F)N1C(NC=2C1=NC=CC2)=O 3-(2-chloro-5-fluorophenyl)-1H-imidazo[4,5-b]pyridin-2(3H)-one